1-(5-tert-butyl-2H-pyrazol-3-yl)-3-[4-(5-{7-[2-(2,6-dioxopiperidin-3-yl)-1-oxo-2,3-dihydro-1H-isoindol-4-yl]-hept-6-ynyl}-benzoimidazol-1-yl)-phenyl]-urea C(C)(C)(C)C=1C=C(NN1)NC(=O)NC1=CC=C(C=C1)N1C=NC2=C1C=CC(=C2)CCCCCC#CC2=C1CN(C(C1=CC=C2)=O)C2C(NC(CC2)=O)=O